ClC1=CC(=C(C=C1)C1(CN(C1)C(=O)OC(C)(C)C)O)CO tert-Butyl 3-(4-chloro-2-(hydroxymethyl)phenyl)-3-hydroxyazetidine-1-carboxylate